FC(CN1C(=NC2=NC=C(C=C21)C=2C=CN1N=C(N=CC12)N[C@H]1[C@H](CN(CC1)C)F)C)F 5-(1-(2,2-difluoroethyl)-2-methyl-1H-imidazo[4,5-b]pyridin-6-yl)-N-((3s,4r)-3-fluoro-1-methylpiperidin-4-yl)pyrrolo[2,1-f][1,2,4]triazin-2-amine